[18F]C1CN(C1)C1=CC=2N(C=C1)C1=C(N2)C=C(C=C1)C 3-(3-[18F]-fluoroazetidin-1-yl)-7-methylbenzo[4,5]imidazo[1,2-a]pyridine